N1N=NC=C1C1[C@H]2CN(C[C@@H]12)C1=NN=C(O1)C=1C=NC(=NC1)N(C)CCC1=CC=C(C=C1)Cl 5-(5-((1R,5S,6r)-6-(1H-1,2,3-triazol-5-yl)-3-azabicyclo[3.1.0]hexan-3-yl)-1,3,4-oxadiazol-2-yl)-N-(4-chlorophenethyl)-N-methylpyrimidin-2-amine